N-((1R,3S)-3-((6-chloro-2-(trifluoromethyl)quinolin-4-yl)amino)cyclohexyl)-3-(methylsulfonamido)benzamide ClC=1C=C2C(=CC(=NC2=CC1)C(F)(F)F)N[C@@H]1C[C@@H](CCC1)NC(C1=CC(=CC=C1)NS(=O)(=O)C)=O